4-methyl-1,2-pentanediol CC(CC(CO)O)C